6,6-Dimethyl-8-(2-piperazin-1-yl-ethoxy)-6H-benzo[b]naphtho[2,3-d]furan-11-one CC1(C2=CC(=CC=C2C(C=2C3=C(OC21)C=CC=C3)=O)OCCN3CCNCC3)C